N-methyl-1-(p-tolyl)methylamine CNCC1=CC=C(C=C1)C